(S)-(1-(4-fluorophenyl)-3,4-dihydroisoquinolin-2(1H)-yl)(trans-3-hydroxy-3-(nitromethyl)cyclobutyl)methanone FC1=CC=C(C=C1)[C@@H]1N(CCC2=CC=CC=C12)C(=O)C1CC(C1)(C[N+](=O)[O-])O